3-(7-chloro-1H-indazol-4-yl)-2-(2,6-diethylphenyl)-6,7-dihydro-2H-pyrazolo[4,3-c]pyridine ClC=1C=CC(=C2C=NNC12)C=1N(N=C2C1C=NCC2)C2=C(C=CC=C2CC)CC